2-(5-(tert-butyl)-[1,1'-biphenyl]-3-yl-2,2',3',4,4',5',6,6'-d8)-4,4,5,5-tetramethyl-1,3,2-dioxaborolane C(C)(C)(C)C1=C(C(=C(C(=C1[2H])C1=C(C(=C(C(=C1[2H])[2H])[2H])[2H])[2H])[2H])B1OC(C(O1)(C)C)(C)C)[2H]